COC1=CC=C(C=C1)C1C(CNC(C1)C)CON1C(C2=CC=CC=C2C1)=O [trans,trans-4-(4-Methoxyphenyl)-6-methylpiperidin-3-yl]methoxylisoindolin-1-one